butyl (9z,12z)-octadec-9,12-dienoate C(CCCCCCC\C=C/C\C=C/CCCCC)(=O)OCCCC